N-(4-trifluoromethylphenyl)-2,3,4-trihydroxybenzamide FC(C1=CC=C(C=C1)NC(C1=C(C(=C(C=C1)O)O)O)=O)(F)F